2-Chloro-7-(4-[(3-dimethylaminopropyl)iminomethyl]phenyl)-4-phenyl-7H-pyrrolo[2,3-d]pyrimidine ClC=1N=C(C2=C(N1)N(C=C2)C2=CC=C(C=C2)C=NCCCN(C)C)C2=CC=CC=C2